2-(2-(2-(5-(2-(4-(isoxazol-3-yl)piperazin-1-yl)ethyl)isoxazol-3-yl)ethoxy)ethoxy)ethan-1-ol O1N=C(C=C1)N1CCN(CC1)CCC1=CC(=NO1)CCOCCOCCO